formic acid-chloride C(=O)Cl